NC1CCC(CC1)CC1CCC(CC1)N bis(p-aminocyclohexyl)methane